C(C)SC1=NSC(=N1)C1N(C2(C1)CN(CCC2)C=2C1=C(N=CN2)N(C=C1)S(=O)(=O)C1=CC=C(C)C=C1)C(=O)N (3-(ethylsulfanyl)-1,2,4-thiadiazol-5-yl)-6-(7-tosyl-7H-pyrrolo[2,3-D]pyrimidin-4-yl)-1,6-diazaspiro[3.5]nonane-1-carboxamide